NN1\C(\SCC1=O)=N/C1=C(C=CC=C1)C(C)C (2E)-3-amino-2-(2-isopropylphenyl)imino-thiazolidin-4-one